ethoxy(2,4,6-trimethylbenzoyl)-phenylphosphine oxide C(C)OP(C1=CC=CC=C1)(C(C1=C(C=C(C=C1C)C)C)=O)=O